(3R,5R)-7-[2-(4-fluorophenyl)-3-phenyl-4-(phenylcarbamoyl)-5-isopropyl-pyrrol-1-yl]-3,5-dihydroxyheptanoic acid calcium trihydrate O.O.O.[Ca].FC1=CC=C(C=C1)C=1N(C(=C(C1C1=CC=CC=C1)C(NC1=CC=CC=C1)=O)C(C)C)CC[C@H](C[C@H](CC(=O)O)O)O